N-(2-fluoro-5-(hydroxymethyl)-3-(1-methyl-1H-pyrazol-4-yl)phenyl)-7-hydroxy-3-propionylindolizine-1-carboxamide FC1=C(C=C(C=C1C=1C=NN(C1)C)CO)NC(=O)C=1C=C(N2C=CC(=CC12)O)C(CC)=O